CC(=O)N[C@H]1[C@H]([C@@H]([C@H](O[C@@H]1OP(=O)(O)OP(=O)(O)OC[C@@H]2[C@H]([C@H]([C@@H](O2)N3C=CC(=O)NC3=O)O)O)CO)O)O The molecule is a UDP-N-acetyl-D-mannosamine in which the anomeric centre of the pyranose fragment has alpha-configuration. It is a conjugate acid of an UDP-N-acetyl-alpha-D-mannosamine(2-).